[5-(1-[(2E)-2-(aminomethyl)-3-fluoroprop-2-en-1-yl]-5-oxo-1,5-dihydro-4H-1,2,4-triazol-4-ylmethyl)thiophen-2-yl]phenylmethanesulfonamide hydrochloride Cl.NC/C(/CN1N=CN(C1=O)CC1=CC=C(S1)C(S(=O)(=O)N)C1=CC=CC=C1)=C\F